1-bromo-5-(cyclobutoxymethyl)-4,6,7,8-tetrahydro-3H-9-oxa-2-thia-4-aza-benzo[cd]azulen-3-one BrC=1SC2=C3C(CCCOC13)=C(NC2=O)COC2CCC2